C(C=C)NCC1=C(C=CC2=CC=C(C=C12)Br)OS(=O)(=O)C(F)(F)F [1-[(allylamino)methyl]-7-bromo-2-naphthyl]trifluoromethanesulfonate